ethyl (S)-3-amino-3-(5-methyl-3'-(trifluoromethoxy)biphenyl-3-yl)propanoate N[C@@H](CC(=O)OCC)C=1C=C(C=C(C1)C)C1=CC(=CC=C1)OC(F)(F)F